2-(2,2-dimethylbutanamido)-2-phenylacetic acid CC(C(=O)NC(C(=O)O)C1=CC=CC=C1)(CC)C